tert-butyl (5S)-2-(5-fluoro-4-methyl-3-oxo-3,4-dihydrospiro[benzo[b][1,4]oxazine-2,1'-cyclopropan]-7-yl)-5-methylpiperidine-1-carboxylate FC1=CC(=CC=2OC3(CC3)C(N(C21)C)=O)C2N(C[C@H](CC2)C)C(=O)OC(C)(C)C